BrC1=C(C=C2N1N=CC(=C2C(C)(C)C)C(=O)[O-])C.[K+] potassium 7-bromo-4-tert-butyl-6-methylpyrrolo[1,2-b]pyridazine-3-carboxylate